p-bromoethyl-bromobenzyl-carboxylate BrCCC1=CC=C(C(C(=O)[O-])Br)C=C1